O=C1NCC(CC1)=O 2,5-diketopiperidine